(3R,4R)-4-(diethylamino)tetrahydrofuran C(C)N([C@@H]1CCOC1)CC